3-(5-chloro-6-oxo-1-(tetrahydro-2H-pyran-2-yl)-1,6-dihydro-pyridazin-4-yl)propyl 4-methylbenzenesulfonate CC1=CC=C(C=C1)S(=O)(=O)OCCCC=1C=NN(C(C1Cl)=O)C1OCCCC1